4-(4,4,5,5-tetramethyl-1,3,2-dioxaborolan-2-yl)-7-((2-(trimethylsilyl)ethoxy)methyl)-7H-pyrrolo[2,3-d]pyrimidine CC1(OB(OC1(C)C)C=1C2=C(N=CN1)N(C=C2)COCC[Si](C)(C)C)C